Tetrahydrofuran-3-yl(8-amino-6-(4-cyano-5-methyl-3,4-dihydro-2H-pyrano[2,3-b]pyridin-6-yl)-7-fluoroisoquinolin-3-yl)carbamate O1CC(CC1)OC(NC=1N=CC2=C(C(=C(C=C2C1)C=1C(=C2C(=NC1)OCCC2C#N)C)F)N)=O